8-chloro-6-fluoro-1,4-dihydro-7-(3-hydroxyazetidin-1-yl)-4-oxo-3-quinolinecarboxylate trihydrate O.O.O.ClC=1C(=C(C=C2C(C(=CNC12)C(=O)O)=O)F)N1CC(C1)O